3,3,4,4-tetrafluoro-2-butanone FC(C(C)=O)(C(F)F)F